6-bromo-7-((2s,5r)-5-ethyl-2-methyl-4-(1-(quinoxalin-6-yl)ethyl)piperazin-1-yl)-2,4-dihydro-5H-pyrazolo[4,3-b]pyridin-5-one BrC1=C(C=2C(NC1=O)=CNN2)N2[C@H](CN([C@@H](C2)CC)C(C)C=2C=C1N=CC=NC1=CC2)C